3-{[2-(2,6-dioxopiperidin-3-yl)-1-oxo-3H-isoindol-4-yl]amino}bicyclo[1.1.1]pentane-1-carboxylic acid O=C1NC(CCC1N1C(C2=CC=CC(=C2C1)NC12CC(C1)(C2)C(=O)O)=O)=O